S1C=NC=C1NC(=O)N N-(1,3-thiazol-5-yl)urea